2-(1-(3,3-Dimethylcyclohexyl) ethoxy)-2-methylpropyl propionate C(CC)(=O)OCC(C)(C)OC(C)C1CC(CCC1)(C)C